(-)-(3R)-3,7-dimethyl-1,6-octadiene C[C@@H](C=C)CCC=C(C)C